1-methyl-1H-imidazo[4,5-C]pyridine-6-carboxylate CN1C=NC=2C=NC(=CC21)C(=O)[O-]